Cl.BrC=1N=C2N(CCNC2)C1CC1=C(C=C(C=C1)F)C(F)(F)F 2-Bromo-3-(4-fluoro-2-(trifluoromethyl)benzyl)-5,6,7,8-tetrahydroimidazo[1,2-a]pyrazine hydrochloride